7-chloro-5-(4-(morpholine-4-carbonyl)phenyl)benzofuran ClC1=CC(=CC=2C=COC21)C2=CC=C(C=C2)C(=O)N2CCOCC2